(3-chlorophenyl)(4-{[2-(4-chlorophenyl)imidazo[1,2-a]pyridin-3-yl]methyl}piperazin-1-yl)methanone ClC=1C=C(C=CC1)C(=O)N1CCN(CC1)CC1=C(N=C2N1C=CC=C2)C2=CC=C(C=C2)Cl